C1(CC1)[C@H](C)N1C(C2=C(C=C(C=C2C1)C1=NC2=C(C(=NN2C=C1)N)C(=O)NC=1C=NC(=CC1)N)OC(F)(F)F)=O 2-[(S)-1-cyclopropylethyl]-5-{2-amino-3-[(6-amino-3-pyridylamino)carbonyl]-1,4,7a-triaza-5-indenyl}-7-trifluoromethoxy-1-isoindolinone